{4-(difluoromethoxy)-2,6-dimethylphenyl}hydrazine hydrochloride Cl.FC(OC1=CC(=C(C(=C1)C)NN)C)F